α-cumyl peroxide C(C)(C)(C1=CC=CC=C1)OOC(C)(C)C1=CC=CC=C1